[Cl-].[Li+].CC1(N(C(CCC1)(C)C)[Mg]Cl)C.[Li+].[Cl-] lithium 2,2,6,6-tetramethylpiperidinomagnesium chloride lithium chloride